potassium bis(trimethylmethane) CC(C)C.CC(C)C.[K]